tert-butyl (3S)-3-[2-[3-(4-amino-1-isopropyl-pyrazolo[3,4-d]pyrimidin-3-yl)-5-cyclopropyl-isoxazol-4-yl]-4-methyl-pyrimidin-5-yl]pyrrolidine-1-carboxylate NC1=C2C(=NC=N1)N(N=C2C2=NOC(=C2C2=NC=C(C(=N2)C)[C@H]2CN(CC2)C(=O)OC(C)(C)C)C2CC2)C(C)C